NC(C(C(CC1=CC=CC=C1)NC(C1=CC(=CC=C1)F)=O)=O)=O N-(4-amino-3,4-dioxo-1-phenylbutan-2-yl)-3-fluorobenzamide